5-(3-Hydroxy-8-azabicyclo[3.2.1]octan-8-yl)-N-(6-(1-methyl-1H-pyrazol-4-yl)pyridin-2-yl)-2-morpholinooxazolo[4,5-b]pyridine-6-carboxamide OC1CC2CCC(C1)N2C2=C(C=C1C(=N2)N=C(O1)N1CCOCC1)C(=O)NC1=NC(=CC=C1)C=1C=NN(C1)C